ClC=1C(=NC(=NC1)N1CC(C(CC1)(F)F)C)NC1=CC2=C(N(C(N2CCC(C)(C)O)=O)C)C=C1 5-((5-Chloro-2-(4,4-difluoro-3-methylpiperidin-1-yl)-pyrimidin-4-yl)amino)-3-(3-hydroxy-3-methylbutyl)-1-methyl-1,3-dihydro-2H-benzo[d]imidazol-2-one